[Zr].C1(CCC2CC=CC=C12)C(C1CCC2CC=CC=C12)[Si](C)(C)C bis(tetrahydroindenyl)methyl-trimethylsilane zirconium